C(CC)(=O)N1C=CC2=CC(=CC=C12)C=1C=NC(=NC1)C(=O)O 5-(1-propionylindol-5-yl)pyrimidine-2-carboxylic acid